NC=1C(=C2C(=NC1)N(C=C2)S(=O)(=O)C2=CC=CC=C2)N2C[C@H](CCC2)NC(OC(C)(C)C)=O tert-butyl {(3S)-1-[5-amino-1-(phenylsulfonyl)-1H-pyrrolo[2,3-b]pyridin-4-yl]piperidin-3-yl}carbamate